(2R,6R)-1-isobutyryl-4-((R)-3-methoxy-1-(pyrazin-2-yl)propyl)-6-methyl-N-(4-(pyrimidin-2-yl)benzyl)piperazine-2-carboxamide C(C(C)C)(=O)N1[C@H](CN(C[C@H]1C)[C@H](CCOC)C1=NC=CN=C1)C(=O)NCC1=CC=C(C=C1)C1=NC=CC=N1